Cl.Cl.Cl.CC1=C(C(NC(=C1)C)=O)CNC(=O)C=1C=C(C=C(C1C)N(C1CCOCC1)CC)C1=CC=C(C=C1)CN1CCOCC1 N-((4,6-dimethyl-2-oxo-1,2-dihydropyridin-3-yl)methyl)-5-(ethyl-(tetrahydro-2H-pyran-4-yl)amino)-4-methyl-4'-(morpholinylmethyl)-[1,1'-biphenyl]-3-carboxamide trihydrochloride